tert-Butyl (2-(2-(3-((2-(2,6-dioxopiperidin-3-yl)-1-oxoisoindolin-5-yl)amino)-3-oxopropoxy)ethoxy)ethyl)carbamate O=C1NC(CCC1N1C(C2=CC=C(C=C2C1)NC(CCOCCOCCNC(OC(C)(C)C)=O)=O)=O)=O